CCC(CCCCC)C#N Octane-3-carbonitrile